3-((7-chloroisoquinolin-1-yl)amino)-N-((1-methyl-1H-benzo[d][1,2,3]triazol-5-yl)methyl)benzenesulfonamide ClC1=CC=C2C=CN=C(C2=C1)NC=1C=C(C=CC1)S(=O)(=O)NCC1=CC2=C(N(N=N2)C)C=C1